N-(5-(1-(2,5-difluorophenyl)-2-fluoroethyl)-1H-indazol-3-yl)-4-(3-methyl-4-ethylpiperazin-1-yl)-2-((tetrahydro-2H-pyran-4-yl)amino)benzamide FC1=C(C=C(C=C1)F)C(CF)C=1C=C2C(=NNC2=CC1)NC(C1=C(C=C(C=C1)N1CC(N(CC1)CC)C)NC1CCOCC1)=O